tert-butyl 2-[4-[7-benzyloxy-5-fluoro-6-(1,1,4-trioxo-1,2,5-thiadiazolidin-2-yl)-2-naphthyl]pyrazol-1-yl]acetate C(C1=CC=CC=C1)OC1=C(C(=C2C=CC(=CC2=C1)C=1C=NN(C1)CC(=O)OC(C)(C)C)F)N1S(NC(C1)=O)(=O)=O